N-(2,2-dimethoxyethyl)-4-(5-nitropyridine-2-yl)butanamide tert-butyl-N-[3-({5-bromo-2-[(2-methoxyphenyl)amino]pyrimidin-4-yl}oxy)phenyl]carbamate C(C)(C)(C)OC(NC1=CC(=CC=C1)OC1=NC(=NC=C1Br)NC1=C(C=CC=C1)OC)=O.COC(CNC(CCCC1=NC=C(C=C1)[N+](=O)[O-])=O)OC